copper (1-methyl-1H-tetrazole) iodate I(=O)(=O)[O-].CN1N=NN=C1.[Cu+2].I(=O)(=O)[O-]